O1COC2=C1C=CC(=C2)NC2=NC=C(C(=N2)N2C=C(C=C2)C(=O)NC(CO)C2=CC=CC=C2)C 1-(2-(benzo[d][1,3]dioxol-5-ylamino)-5-methyl-pyrimidin-4-yl)-N-(2-hydroxy-1-phenylethyl)-1H-pyrrole-3-carboxamide